FC(C(=O)O)(F)F.N1(CCNCCC1)C=1OC=C(N1)C(=O)N(C)C 2-(1,4-diazepan-1-yl)-N,N-dimethyloxazole-4-carboxamide trifluoroacetate